ClC1=C(C(=CC=C1)Cl)C1=CC(=CC=C1)[C@H](CC(=O)OCC)NC(=O)NC=1C(N(C=CC1O)C)=O Ethyl (S)-3-(2',6'-Dichlorobiphenyl-3-yl)-3-(3-(4-hydroxy-1-methyl-2-oxo-1,2-dihydropyridin-3-yl)ureido)propanoat